ClC1=C(C=C(C=C1)N1CC2(C=3C1=NC=CN3)CCCC2)F 5'-(4-chloro-3-fluorophenyl)-5',6'-dihydrospiro[cyclopentane-1,7'-pyrrolo[2,3-b]pyrazine]